4-[(3-chloro-4-fluoro-phenyl)amino]-6-(1-methanesulfonyl-piperidin-4-yloxy)-7-(2-methoxy-ethoxy)-quinazoline ClC=1C=C(C=CC1F)NC1=NC=NC2=CC(=C(C=C12)OC1CCN(CC1)S(=O)(=O)C)OCCOC